5-((1-((6-ethyl-5-oxo-4,5-dihydropyrazolo[1,5-a]pyrimidin-2-yl)methyl)azetidin-3-yl)amino)-N-methylpicolinamide 2,2,2-trifluoroacetate FC(C(=O)O)(F)F.C(C)C=1C(NC=2N(C1)N=C(C2)CN2CC(C2)NC=2C=CC(=NC2)C(=O)NC)=O